C(C)OC(C1=C(C=CC(=C1)F)C=1C=2N(C=C(C1)C1CN(C1)[C@@H](CCC1OCCO1)C(C)C)C(=NC2)C)=O 2-(6-{1-[(3S)-1-(1,3-dioxolan-2-yl)-4-methylpentan-3-yl]azetidin-3-yl}-3-methylimidazo[1,5-a]pyridin-8-yl)-5-fluorobenzoic acid ethyl ester